hexaazan NNNNNN